CC=1C(C2=C(OC=CO2)C(C1)=O)=O 6-Methylbenzo[b][1,4]dioxine-5,8-dione